2-((4-(7-((3-cyano-3-methyl-2-oxoindolin-6-yl)methyl)-2,7-diazaspiro[4.4]nonan-2-yl)pyrimidin-5-yl)oxy)-5-fluoro-N-isopropyl-N-methylbenzamide C(#N)C1(C(NC2=CC(=CC=C12)CN1CC2(CCN(C2)C2=NC=NC=C2OC2=C(C(=O)N(C)C(C)C)C=C(C=C2)F)CC1)=O)C